[Cl-].C(=O)(O)C[NH+]1CCN(CC1)C1=C(C=C(C=C1)C(=O)N1CCC(CC1)C1=CC=C(C=C1)OC=1N=NC(=CC1)C(F)(F)F)NS(=O)(=O)CC1=CC=CC=C1 1-(carboxymethyl)-4-(2-((phenylmethyl)sulfonamido)-4-(4-(4-((6-(trifluoromethyl)-pyridazin-3-yl)oxy)phenyl)piperidine-1-carbonyl)phenyl)piperazin-1-ium chloride